C1(CC1)C1=NC=NC(=C1C=1N=CC2=C(N1)NC(=C2)C=2C(=NOC2C)C)OC 4-(2-(4-cyclopropyl-6-methoxypyrimidin-5-yl)-7H-pyrrolo[2,3-d]pyrimidin-6-yl)-3,5-dimethylisoxazole